cyclopropyl(2-{[1-(4-fluorophenyl)-4-methyl-1H-1,2,3-triazol-5-yl]methoxy}-5,7-dihydro-6H-pyrrolo[3,4-b]pyridin-6-yl)methanone C1(CC1)C(=O)N1CC2=NC(=CC=C2C1)OCC1=C(N=NN1C1=CC=C(C=C1)F)C